C(C1=CC=CC=C1)N1C=CC2=CC=C(C=C12)C1=NNC(=C1)NC(=O)C=1C=NC(=CC1)NC1CCN(CC1)C N-(3-(1-benzyl-1H-indol-6-yl)-1H-pyrazol-5-yl)-6-((1-methylpiperidin-4-yl)amino)pyridine-3-carboxamide